C(C1=CC=CC=C1)OC(=O)N1C[C@@H]([C@]12CN(CC2)C=2C1=C(N=CN2)NC=C1)C (3S,4R)-3-methyl-6-(7H-pyrrolo[2,3-d]pyrimidin-4-yl)-1,6-diazaspiro[3.4]octane-1-carboxylic acid benzyl ester